1-[(1R)-1-benzyl-2-methoxy-ethyl]imidazo[4,5-c]quinolin-4-amine C(C1=CC=CC=C1)[C@H](COC)N1C=NC=2C(=NC=3C=CC=CC3C21)N